4-(2-(3-(3-chloro-2-fluoro-6-(2H-tetrazol-2-yl)phenyl)acrylamido)-2-phenylacetamido)-2-methoxybenzoic acid tert-butyl ester C(C)(C)(C)OC(C1=C(C=C(C=C1)NC(C(C1=CC=CC=C1)NC(C=CC1=C(C(=CC=C1N1N=CN=N1)Cl)F)=O)=O)OC)=O